2-((6-fluoro-2-methylpyridin-3-yl)oxy)-N-(3-((R)-N-((2S,4R)-4-hydroxypyrrolidine-2-carbonyl)-S-methylsulfonimidoyl)phenyl)-4-methyl-5-(trifluoromethyl)nicotinamide FC1=CC=C(C(=N1)C)OC1=C(C(=O)NC2=CC(=CC=C2)[S@@](=O)(=NC(=O)[C@H]2NC[C@@H](C2)O)C)C(=C(C=N1)C(F)(F)F)C